5-fluoro-1-(methyl-d3)-4-(6-((2-methyloxazol-4-yl)ethynyl)-2,3-dihydrobenzo[e][1,4]oxazepin-1(5H)-yl)quinazolin-2(1H)-one FC1=C2C(=NC(N(C2=CC=C1)C([2H])([2H])[2H])=O)N1CCOCC2=C1C=CC=C2C#CC=2N=C(OC2)C